n-propyl acrylate CCCOC(=O)C=C